COC(=O)C=1C=C(C2=C(CCO2)C1)OCC1=CC=CC=C1 7-(benzyloxy)-2,3-dihydrobenzofuran-5-carboxylic acid methyl ester